C(C1=CC=CC=C1)(=O)O[C@H]1[C@@H](O[C@@H]([C@H]1OC(C1=CC=CC=C1)=O)COC(C1=CC=CC=C1)=O)OC(C)=O (2S,3R,4R,5R)-2-acetoxy-5-((benzoyloxy)methyl)tetrahydrofuran-3,4-diyl dibenzoate